CN1C=2C=CC3=C(N=C(C4=CN=C(C=5C=NC(NC6=CC=CC(OCCCC1=O)=N6)=CC45)NC)O3)C2 9-methyl-25-(methylamino)-14,32-dioxa-3,9,20,22,26,30-hexazahexacyclo[19.6.2.12,5.14,8.115,19.024,28]dotriaconta-1(27),2,4,6,8(31),15(30),16,18,21(29),22,24(28),25-dodecaen-10-one